COCC1=C(C=C(C=C1)N(C)C)N 4-(methoxymethyl)-N1,N1-Dimethylbenzene-1,3-diamine